The molecule is an anionic phospholipid that is the conjugate base of 15-methylhexadecasphing-4-enine, having an anionic phosphate group and a protonated amino group; major species at pH 7.3. It is a conjugate base of a 15-methylhexadecasphing-4-enine 1-phosphate. CC(C)CCCCCCCCC/C=C/[C@H]([C@H](COP(=O)([O-])[O-])[NH3+])O